BrC1=CC(=C(C=C1)C(C)=O)N1CCC2(CC2)CC1 1-(4-bromo-2-(6-azaspiro[2.5]octan-6-yl)phenyl)ethanone